OC1=CC=C(C=C1)C(\C=C\C1=CC(=C(C=C1)OCC=1SC=CC1)OC)=O (E)-1-(4-Hydroxyphenyl)-3-[3-methoxy-4-(thiophen-2-ylmethoxy)phenyl]prop-2-en-1-one